CN(CCOC1=NC=C(C(=C1)C(=O)OC)C)C Methyl 2-[2-(dimethylamino)ethoxy]-5-methyl-pyridine-4-carboxylate